O1CCN(CC1)C1=NC(=NC(=N1)N1N=CC=C1)NCCC(=O)OCC ethyl 3-((4-morpholino-6-(1H-pyrazol-1-yl)-1,3,5-triazin-2-yl)amino)propanoate